(R)-benzyl 3-((tert-butoxycarbonyl)amino)-2-palmitamidopropanoate C(C)(C)(C)OC(=O)NC[C@H](C(=O)OCC1=CC=CC=C1)NC(CCCCCCCCCCCCCCC)=O